2-chloro-5-(4-methylbenzyl)pyrimidine ClC1=NC=C(C=N1)CC1=CC=C(C=C1)C